1-(4-bromophenyl)-1,1-diethoxy-N,N-dimethylmethylamine BrC1=CC=C(C=C1)C(OCC)(OCC)N(C)C